Cl.C1NCC2=CC(=CC=C12)CN1CCN(CC1)C(=O)OCC1C2=CC=CC=C2C=2C=CC=CC12 (9H-Fluoren-9-yl)methyl 4-(isoindolin-5-ylmethyl)piperazine-1-carboxylate hydrochloride